C(C)(C)(C)OC(=O)N[C@@H](CSC1C=C(CCC1C)C(C)C)C(=O)OCC ethyl N-(tert-butoxycarbonyl)-S-(3-isopropyl-6-methylcyclohex-2-en-1-yl)cysteinate